methyl 6-(4-chlorophenyl)-2-(1-(methyl-d3)-1H-pyrazol-4-yl)-3-oxo-2,3,4,5-tetrahydropyridazine-4-carboxylate ClC1=CC=C(C=C1)C=1CC(C(N(N1)C=1C=NN(C1)C([2H])([2H])[2H])=O)C(=O)OC